ClC1=C(C=NN(C1=O)COCC[Si](C)(C)C)N[C@H](COCCC(=O)OCC)C (S)-Ethyl 3-(2-(5-chloro-6-oxo-1-((2-(trimethylsilyl)ethoxy)methyl)-1,6-dihydropyridazin-4-ylamino)propoxy)propanoate